C(C)/C(=C(/C(=O)O)\CC)/C(=O)O.C(CC(=O)OCC)(=O)OCC diethyl malonate (diethyl maleate)